2-phenoxybenzoic acid [(5-methyl-2-furyl)methyl] hydrazide CC1=CC=C(O1)CN(N)C(C1=C(C=CC=C1)OC1=CC=CC=C1)=O